N1N=CC2=C1C(NCC2)=O 1,4,5,6-tetrahydro-7H-pyrazolo[3,4-c]pyridin-7-one